N-tetradecyl-2-ethyl-3-hydroxypyridine-4-one C(CCCCCCCCCCCCC)N1C(=C(C(C=C1)=O)O)CC